3-(5-hydroxy-1-oxo-3H-isoindol-2-yl)piperidine-2,6-dione OC=1C=C2CN(C(C2=CC1)=O)C1C(NC(CC1)=O)=O